C(CCCCC)[C@H](C(=O)OCCCCCCN(CCCCCCOC(C(CCCCCCCC)CCCCCC)=O)CCCCO)CCCCCCCC.OCC1=C(C=C(C=C1)C)C(C)O 1-(2-(hydroxymethyl)-5-methylphenyl)ethane-1-ol ((4-hydroxybutyl)azanediyl)bis(hexane-6,1-diyl) (2s,2'S)-bis(2-hexyldecanoate)